acetyl-dopamine C(C)(=O)NCCC1=CC(O)=C(O)C=C1